C(C)(C)(C)OC(=O)N1CC[C@@H](CCC1)NC=1C2=C(N=C(N1)NC=1C=NN(C1)C)N(C=C2Cl)COCC[Si](C)(C)C (R)-4-((5-chloro-2-((1-methyl-1H-pyrazol-4-yl)amino)-7-((2-(trimethylsilyl)ethoxy)methyl)-7H-pyrrolo[2,3-d]pyrimidin-4-yl)amino)azepane-1-carboxylic acid tert-butyl ester